cyclopentylpropionic acid (4aS,7aS,12bS)-3-(cyclopropylmethyl)-4a-hydroxy-7-methylene-2,3,4,4a,5,6,7,7a-octahydro-1H-4,12-methanobenzofuro[3,2-e]isoquinolin-9-yl ester C1(CC1)CN1C2[C@@]3(CCC([C@H]4[C@]3(CC1)C1=C(O4)C(=CC=C1C2)OC(C(C)C2CCCC2)=O)=C)O